1-(6-cyano-2-phenyl-6,7-dihydro-5H-pyrrolo[3,4-d]pyrimidin-4-yl)-N-methylpyrrolidine-2-carboxamide C(#N)N1CC=2N=C(N=C(C2C1)N1C(CCC1)C(=O)NC)C1=CC=CC=C1